chloro-2-fluoro-4-methyl-5-((2,2,2-trifluoroethyl)sulfinyl)-1,1'-biphenyl ClC=1C(=C(C=C(C1C)S(=O)CC(F)(F)F)C1=CC=CC=C1)F